Ethyl-4-(4-(4,4,5,5-tetramethyl-1,3,2-dioxaborolan-2-yl)phenyl)thiazole Methyl-dimethylcarbamate trifluoroacetate FC(C(=O)O)(F)F.COC(N(C)C)=O.C(C)C=1SC=C(N1)C1=CC=C(C=C1)B1OC(C(O1)(C)C)(C)C